OC(=O)C(F)(F)F.FC1(CN(CCC1NC)C1=CC=C(C=C1)C1C(NC(CC1)=O)=O)F 3-[4-[3,3-difluoro-4-(methylamino)-1-piperidinyl]phenyl]piperidine-2,6-dione TFA salt